4-(tertiary butyl)aniline C(C)(C)(C)C1=CC=C(N)C=C1